C(C)(=O)OC1(CC)CO1 3-epoxybutyl acetate